(4'R)-22-chloro-4',21-difluoro-1'-methylspiro[9,17-dioxa-2,13,19,23,26,27-hexaazapentacyclo[16.7.1.12,7.14,7.020,25]octacosa-1(26),18,20,22,24-pentaene-15,2'-pyrrolidin]-12-one ClC=1C(=C2N=C3OCC4(N(C[C@@H](C4)F)C)CNC(CCOCC45CCC(CN(C(C2=CN1)=N3)C5)N4)=O)F